argon (1R,8S,9s)-Bicyclo[6.1.0]non-4-yn [C@@H]12CCC#CCC[C@H]2C1.[Ar]